Ethyl (2E)-3-[3-chloro-6-ethoxy-2-fluoro-5-(2-methyl-1,3-dioxolan-2-yl)phenyl]acrylate ClC=1C(=C(C(=C(C1)C1(OCCO1)C)OCC)/C=C/C(=O)OCC)F